1-[3-(diethylamino)benzoyl]-7-methoxy-1H-pyrazolo[3,4-b]quinolin-3-amine C(C)N(C=1C=C(C(=O)N2N=C(C=3C2=NC2=CC(=CC=C2C3)OC)N)C=CC1)CC